C(C1=CN=CC=C1)(=S)O thionicotinic acid